methyl (E)-4-(1-(7-chloro-2-(4-methoxybenzyl)-1-oxo-1,2-dihydrophthalazin-5-yl)ethoxy)but-2-enoate ClC1=CC(=C2C=NN(C(C2=C1)=O)CC1=CC=C(C=C1)OC)C(C)OC/C=C/C(=O)OC